FC1=C(C2=CN(N=C2C=C1)C)NC1=NC=C(C(=N1)NC)C(F)(F)F N2-(5-fluoro-2-methyl-2H-indazol-4-yl)-N4-methyl-5-(trifluoromethyl)pyrimidine-2,4-diamine